C(C)(C)(C)OC(=O)NCCN1C(N(C=C(C1C=O)C1=C(C(=CC=C1)Cl)Cl)CC(=O)[O-])C=O [3-(2-tert-butoxycarbonylamino-ethyl)-5-(2,3-dichloro-phenyl)-2,4-dioxo Methyl-3,4-dihydro-2H-pyrimidin-1-yl]-acetate